NC1=CC(=C(C(=C1)F)C1=CN(C=2N=CN=C(C21)N)C2CC2)F 5-(4-AMINO-2,6-DIFLUOROPHENYL)-7-CYCLOPROPYL-7H-PYRROLO[2,3-D]PYRIMIDIN-4-AMINE